2,2-difluoro-N-[(1S)-1-[5-(2-methoxyquinolin-3-yl)-1H-imidazol-2-yl]-7-(1,3-oxazol-2-yl)-7-oxoheptyl]propanamide FC(C(=O)N[C@@H](CCCCCC(=O)C=1OC=CN1)C=1NC(=CN1)C=1C(=NC2=CC=CC=C2C1)OC)(C)F